FC1=CC2=C(N(C(=N2)N2C[C@H]3[C@@H](OCCN3)CC2)[C@H](C)C2=CC=C(C=N2)C#N)C(=C1)F 6-((1R)-1-(5,7-difluoro-2-((4aS,8aS)-hexahydro-2H-pyrido[4,3-b][1,4]oxazin-6(5H)-yl)-1H-benzimidazol-1-yl)ethyl)-3-pyridinecarbonitrile